C(CCCCC)OCCO 2-(hexyloxy)ethan-1-ol